NC1=NN(C2=NC(=CC(=C21)C2=CC=C(C=C2)NC(=O)C=2C(N(C(N(C2)C(C)C)=O)C2=NC=CC=C2)=O)C2CCN(CC2)C(C(C)C)=O)C N-(4-(3-amino-6-(1-isobutyrylpiperidin-4-yl)-1-methyl-1H-pyrazolo[3,4-b]pyridin-4-yl)phenyl)-1-isopropyl-2,4-dioxo-3-(pyridin-2-yl)-1,2,3,4-tetrahydropyrimidine-5-carboxamide